N,N-dibenzyl-1-(2,2-difluorocyclobutyl)methylamine C(C1=CC=CC=C1)N(CC1=CC=CC=C1)CC1C(CC1)(F)F